methyl 3-(1H-indol-5-yl)-3-oxopropionate N1C=CC2=CC(=CC=C12)C(CC(=O)OC)=O